ClS(=O)(=O)C=1C=C(C)C=CC1 m-(chlorosulfonyl)toluene